C(CCCC)OO[V] n-pentyloxyloxyvanadium